Cl.Cl.NCC1=CC=C(C=C1)C=1N(N=C2C1N=CN(C2=O)CC2(CCN(CC2)CC2=C(C(=CC=C2)C=2OC=CC2)O)O)C 3-(4-(aminomethyl)phenyl)-6-((1-(3-(furan-2-yl)-2-hydroxybenzyl)-4-hydroxypiperidin-4-yl)methyl)-2-methyl-2,6-dihydro-7H-pyrazolo[4,3-d]pyrimidin-7-one dihydrochloride